tert-butyl 2-((3-(difluoro(4-(pentafluoro-λ6-sulfaneyl)phenyl)methyl)-1,2,4-oxadiazol-5-yl)methyl)acrylate FC(C1=NOC(=N1)CC(C(=O)OC(C)(C)C)=C)(C1=CC=C(C=C1)S(F)(F)(F)(F)F)F